[2H]C=1C(=CC(=NC1)C(=O)N)NC(=O)[C@H]1O[C@]([C@H]([C@@H]1C1=C(C(=C(C=C1)F)F)OC)C)(C(F)(F)F)C 5-Deuterio-4-[[(2S,3R,4S,5R)-3-(3,4-difluoro-2-methoxyphenyl)-4,5-dimethyl-5-(trifluoromethyl)tetrahydrofuran-2-carbonyl]amino]pyridin-2-carboxamid